2,3-dichloropropionic acid methyl ester COC(C(CCl)Cl)=O